2-tricyclo[5.2.1.0^{2,6}]decanecarboxylic acid, ethyl ester C12C3(CCCC3C(CC1)C2)C(=O)OCC